OC1C(CCC1)C=1C=NN(C1)C1=NC(=NC=C1C(F)(F)F)NC1=CC=C(C=C1)S(=O)(=O)NC 4-((4-(4-(2-hydroxycyclopentyl)-1H-pyrazol-1-yl)-5-(trifluoromethyl)pyrimidin-2-yl)amino)-N-methylbenzenesulfonamide